7-((3R,4R)-4-((2,3-dihydrobenzo[b][1,4]dioxin-6-yl)oxy)-3-fluoropiperidin-1-yl)-3-fluoro-2,8-dimethyl-4H-pyrimido[1,2-b]pyridazin-4-one O1C2=C(OCC1)C=C(C=C2)O[C@H]2[C@@H](CN(CC2)C=2C(=CC=1N(N2)C(C(=C(N1)C)F)=O)C)F